CN(N)C1=NC=CN=C1 2-(1-methylhydrazino)pyrazine